C(C)(C)(C)OC(N(C1=NC=NC(=C1)NC(C(F)(F)F)C1CC1)C(=O)OC(C)(C)C)=O N-tert-butoxycarbonyl-N-[6-[(1-cyclopropyl-2,2,2-trifluoro-ethyl)amino]Pyrimidin-4-yl]-carbamic acid tert-butyl ester